(2r,4r)-2-(((S)-1-(((6-amino-2-methylpyridin-3-yl)methyl)amino)-1-oxopropan-2-yl)carbamoyl)-4-phenylpyrrolidine-1-carboxylic acid tert-butyl ester C(C)(C)(C)OC(=O)N1[C@H](C[C@@H](C1)C1=CC=CC=C1)C(N[C@H](C(=O)NCC=1C(=NC(=CC1)N)C)C)=O